FC1([C@H](CN(C1)C)N1[C@H](C2=CC=CC=C2CC1)C1=CC=C(C=C1)F)F (S)-N-((S)-4,4-difluoro-1-methylpyrrolidin-3-yl)-1-(4-fluorophenyl)-3,4-dihydroisoquinoline